ClCS(=O)O chloromethyl-sulfinic acid